2,2,2-trichloroethyl (E)-(1-(6-methyl-4,8-dioxo-1,3,6,2-dioxazaborocan-2-yl) but-2-en-1-yl) sulfate S(=O)(=O)(OCC(Cl)(Cl)Cl)OC(\C=C\C)B1OC(CN(CC(O1)=O)C)=O